BrC(C(=O)NC1=CC=C(C=C1)C=1C=NN(C1)C)C1=CC=CC=C1 2-bromo-N-(4-(1-methyl-1H-pyrazol-4-yl)phenyl)-2-phenylacetamide